The molecule is a limonoid found in Azadirachta indica. It has a role as a plant metabolite. It is a gamma-lactone, an acetate ester, a cyclic terpene ketone, an enone, a limonoid and an organic heterotetracyclic compound. CC(=O)O[C@@H]1C[C@@H]2[C@](C=CC(=O)C2(C)C)([C@@H]3[C@@]1(C4=CC(=O)O[C@]4(CC3)C)C)C